ClC=1N=C2C(=C(C(N(C2=CC1)C)=O)C#N)N1C[C@H]([C@H](CC1)N(C1=C(C=C(C=C1)Cl)O)C)C 6-Chloro-4-[(3R,4S)-4-(4-chloro-2-hydroxy-N-methyl-anilino)-3-methyl-1-piperidyl]-1-methyl-2-oxo-1,5-naphthyridine-3-carbonitrile